COC(=O)C1=CC=2C(=NC=CC2)N1C=1C=CC2=C(N=C(O2)N)C1 (2-aminobenzooxazol-5-yl)-1H-pyrrolo[2,3-b]pyridine-2-carboxylic acid methyl ester